FC(C=1C=C(C=C(C1)C(F)(F)F)[C@@H]1[C@@H](N(C(O1)=O)C(COC1=CC=CC2=CC=CC=C12)=O)C)(F)F (4S,5R)-5-[3,5-bis(trifluoromethyl)phenyl]-4-methyl-3-[(naphthalen-1-yloxy)acetyl]-1,3-oxazolidin-2-one